FC1=C(C(=C(C(=C1F)F)F)F)C1=C2C=CC(C(=C3C=CC(=C(C=4C=CC(=C(C5=CC=C1N5)C5=C(C(=C(C(=C5F)F)F)F)F)N4)C4=C(C(=C(C(=C4F)F)F)F)F)N3)C3=C(C(=C(C(=C3F)F)F)F)F)=N2.[Ir] iridium tetrakis-(2,3,4,5,6-pentafluorophenyl)-porphyrin